CC=1N=CSC1C1=CC=C(C=N1)[C@H](C)N (S)-1-(6-(4-methylthiazol-5-yl)pyridin-3-yl)ethanamine